6-chloro-8-(3-cyclopropylazetidin-1-yl)imidazo[1,2-b]pyridazine ClC=1C=C(C=2N(N1)C=CN2)N2CC(C2)C2CC2